4-(amino-carbonyl)-pyrazol NC(=O)C=1C=NNC1